5-[(2-tert-butylphenoxy)methyl]-1,3,4-oxadiazole-2(3H)-thione C(C)(C)(C)C1=C(OCC2=NNC(O2)=S)C=CC=C1